COC1=C(C(=O)N)C=C(C=N1)NC(C(=O)N1[C@H](CC[C@@H](C1)C)C=1C=CC2=C(N=C(S2)[C@@H]2C(N(CC2)C)(C)C)C1)=O |&1:30| 2-methoxy-5-(2-((2R,5S)-5-methyl-2-(2-(rac-(S)-1,2,2-trimethylpyrrolidin-3-yl)benzo[d]thiazol-5-yl)piperidin-1-yl)-2-oxoacetamido)nicotinamide